NC1=C(C(=NC(=C1)Cl)Cl)CO (4-amino-2,6-dichloropyridin-3-yl)methanol